N[C@H]1C2N(CC1CC2)C(=O)C=2C=C(C=1N(C2)N=C(C1C)C1=CC=2C(=NC(=CC2)C)N1CC1CC1)F ((7R)-7-amino-2-azabicyclo[2.2.1]hept-2-yl)(2-(1-(cyclopropylmethyl)-6-methyl-1H-pyrrolo[2,3-b]pyridin-2-yl)-4-fluoro-3-methylpyrazolo[1,5-a]pyridin-6-yl)methanone